C1=CC=CC=2C3=CC=CC=C3N(C12)C1=NC(=CC(=N1)C#N)C#N 2-(9H-carbazol-9-yl)pyrimidine-4,6-dicarbonitrile